COC=1C2=C(N=C(N1)C1CC(CC1)N1CCN(CC1)C=1C=CC(=NC1)C(=O)NC)N(CCC2)C 5-(4-(3-(4-methoxy-8-methyl-5,6,7,8-tetrahydropyrido[2,3-d]pyrimidin-2-yl)cyclopentyl)piperazin-1-yl)-N-methylpicolinamide